(cis)-benzyl 4-(3-(tert-butoxy)-2-methyl-3-oxopropyl)-3,3-difluorohexahydropyrrolo[3,2-b]pyrrole-1(2H)-carboxylate C(C)(C)(C)OC(C(CN1CC[C@@H]2N(CC([C@@H]21)(F)F)C(=O)OCC2=CC=CC=C2)C)=O